The molecule is tetraanion of N(6)-(1,2-dicarboxyethyl)-AMP arising from deprotonation of carboxylic acid and phosphate functions. It has a role as a human metabolite and a Saccharomyces cerevisiae metabolite. It is an organophosphate oxoanion and a dicarboxylic acid dianion. It is a conjugate base of a N(6)-(1,2-dicarboxyethyl)-AMP. C1=NC(=C2C(=N1)N(C=N2)[C@H]3[C@@H]([C@@H]([C@H](O3)COP(=O)([O-])[O-])O)O)NC(CC(=O)[O-])C(=O)[O-]